8-({1-[amino(1H-imidazol-5-yl)acetyl]azetidin-3-yl}oxy)-4,4-dihydroxy-5-oxa-4-boranuidabicyclo[4.4.0]deca-1(6),7,9-triene-7-carboxylic acid disodium salt [Na+].[Na+].NC(C(=O)N1CC(C1)OC1=C(C=2O[B-](CCC2C=C1)(O)O)C(=O)O)C1=CN=CN1.NC(C(=O)N1CC(C1)OC1=C(C=2O[B-](CCC2C=C1)(O)O)C(=O)O)C1=CN=CN1